COC(CNC(=O)C1=NC(=C(C=C1OCC1=CC=CC=C1)C1=CCNCC1)Cl)=O (6-chloro-5-(1,2,5,6-tetrahydropyridin-4-yl)-3-benzyloxy-pyridine-2-carbonyl)glycine methyl ester